2,6-diethyl-4-methylaniline C(C)C1=C(N)C(=CC(=C1)C)CC